C1(CC1)N1N=C(C(=C1)OC=1C(=C(C#N)C=CC1)NC1=CC(=NC=C1)C(C)(C)O)C1CCOCC1 ((1-cyclopropyl-3-(tetrahydro-2H-pyran-4-yl)-1H-pyrazol-4-yl)oxy)-2-((2-(2-hydroxypropan-2-yl)pyridin-4-yl)amino)benzonitrile